ethyl 4-((2-(2-(4-chlorophenoxy)-N,2-dimethylpropanamido)ethyl)(methyl)amino)benzo[b]thiophene-2-carboxylate ClC1=CC=C(OC(C(=O)N(C)CCN(C2=CC=CC=3SC(=CC32)C(=O)OCC)C)(C)C)C=C1